C1(CCCCC1)C=NO N-(cyclohexylmethylene)-hydroxylamine